NC=1N=NC(=CC1N1CC(CCC1)C1=CC(=C(C(=O)O)C=C1)F)C1=C(C=CC=C1)O 4-(1-(3-Amino-6-(2-hydroxyphenyl)pyridazin-4-yl)piperidin-3-yl)-2-fluorobenzoic acid